CN1SC(C(=C1C)C(C1=CC=CC=C1)=O)=NC1=CC=C(C=C1)OC 2,3-dimethyl-4-benzoyl-N-(4-methoxyphenyl)isothiazole-5(2H)-imine